1-N'-[4-[(6-carbamoyl-7-methoxy-1,5-naphthyridin-4-yl)oxy]-3-chlorophenyl]-1-N-(4-fluorophenyl)cyclopropane-1,1-dicarboxamide C(N)(=O)C=1N=C2C(=CC=NC2=CC1OC)OC1=C(C=C(C=C1)NC(=O)C1(CC1)C(=O)NC1=CC=C(C=C1)F)Cl